(S)-5-(8-Amino-6-(3-hydroxyazetidine-1-carbonyl)imidazo[1,2-a]pyrazin-3-yl)-2-(1-cyclopropylethyl)isoindolin-1-one, trifluoroacetate salt FC(C(=O)O)(F)F.NC=1C=2N(C=C(N1)C(=O)N1CC(C1)O)C(=CN2)C=2C=C1CN(C(C1=CC2)=O)[C@@H](C)C2CC2